(s)-2-amino-3-(4-(piperazin-1-yl)phenyl)propanoic acid N[C@H](C(=O)O)CC1=CC=C(C=C1)N1CCNCC1